C(C1=CC=CC=C1)OC=1C(=NC=C(C1)OCC1=CC=CC=C1)C(C)=O 1-(3,5-bis(benzyloxy)pyridin-2-yl)ethan-1-one